FC(C=1N=C2N(N=C(C(=C2C)C)N2CC=3C=C(C=NC3CC2)C=2SC=CC2)C(C1)=O)F 2-(difluoromethyl)-8,9-dimethyl-7-(3-(thiophen-2-yl)-7,8-dihydro-1,6-naphthyridin-6(5H)-yl)-4H-pyrimido[1,2-b]pyridazin-4-one